NC1=CC=C(C=C1)C 1-amino-4-methylbenzene